2-[3,5-dichloro-4-[4-hydroxy-3-(3-hydroxyazetidin-1-yl)sulfonyl-phenoxy]phenyl]-6-(difluoromethyl)-1,2,4-triazine-3,5-dione ClC=1C=C(C=C(C1OC1=CC(=C(C=C1)O)S(=O)(=O)N1CC(C1)O)Cl)N1N=C(C(NC1=O)=O)C(F)F